(4-naphthalen-1-yl-phenyl)-{4-(4-phenylnaphthalen-1-yl)phenyl}-[1,1':2',1'']terphenyl-4'-yl-amine C1(=CC=CC2=CC=CC=C12)C1=CC=C(C=C1)N(C=1C=C(C(=CC1)C1=CC=CC=C1)C1=CC=CC=C1)C1=CC=C(C=C1)C1=CC=C(C2=CC=CC=C12)C1=CC=CC=C1